decan-8-one O-ethylsulfonyloxime C(C)S(=O)(=O)ON=C(CCCCCCC)CC